benzyl 4-[(1-tert-butoxycarbonyl-4-piperidyl)oxy]piperidine-1-carboxylate C(C)(C)(C)OC(=O)N1CCC(CC1)OC1CCN(CC1)C(=O)OCC1=CC=CC=C1